NCC#CC=1C=C(OC1)C(=O)NCCCN 4-(3-aminoprop-1-yn-1-yl)-N-(3-aminopropyl)furan-2-carboxamide